C(C)(C)OC1=CC(=CC2=C1C=C(O2)C2SC=1C(=N2)N=C(N1)OC)OC 2-(4-isopropoxy-6-methoxybenzofuran-2-yl)-5-methoxyimidazo[5,4-d]thiazole